4-(4-((5-chloro-4-(cyclobutylamino)-7H-pyrrolo[2,3-d]pyrimidin-2-yl)amino)-3-methoxyphenyl)-1-cyclopropyl-1,4-azaphosphinane 4-oxide ClC1=CNC=2N=C(N=C(C21)NC2CCC2)NC2=C(C=C(C=C2)P2(CCN(CC2)C2CC2)=O)OC